[C@H]1([C@H](CCCC1)C(=O)O)C(=O)O (1S,2S)-1,2-cyclohexanedicarboxylic acid